4-Aminophenylphosphocholin NC1=CC=C(C=C1)OP(=O)([O-])OCC[N+](C)(C)C